C(C)(=O)C1N(C([NH+](C1)C)C)C 4-acetyl-1,2,3-trimethylimidazolinium